BrC=1C=CC=2OCC(N(C2N1)CC1=CC=C(C=C1)OC)=O 6-bromo-4-(4-methoxybenzyl)-2H-pyrido[3,2-b][1,4]oxazin-3(4H)-one